C(C)C1=CC2=C(C3=CC=CC=C3C(=C2C=C1)OC(=O)C1C(CCCC1)C(=O)O)OC(=O)C1C(CCCC1)C(=O)O 2-ethyl-9,10-bis(2-carboxycyclohexyl)carbonyloxyanthracene